FC(C(=O)O)(F)F.FC=1C(=CC2=CN(N=C2C1C)C)NC(=O)N1CCC=2C1=NC=CC2N2C[C@H](NCC2)C (R)-N-(6-fluoro-2,7-dimethyl-2H-indazol-5-yl)-4-(3-methylpiperazin-1-yl)-2,3-dihydro-1H-pyrrolo[2,3-b]pyridine-1-carboxamide 2,2,2-trifluoroacetate